ClC1=C(C(=CC=C1Cl)O)[C@H]1C[C@@H]2N(C(CN(C2)CC(=O)N)=O)C1 2-[(7R,8aS)-7-(2,3-dichloro-6-hydroxyphenyl)-4-oxo-hexahydropyrrolo[1,2-a]pyrazin-2-yl]acetamide